2'-(quinolin-3-yl)-1-{[4-(trifluoromethyl)-1H-imidazol-2-yl]methyl}-5',6'-dihydrospiro[azetidine-3,4'-pyrrolo[1,2-b]pyrazole] N1=CC(=CC2=CC=CC=C12)C=1C=C2N(N1)CCC21CN(C1)CC=1NC=C(N1)C(F)(F)F